C(C)(C)(C)N(N=CC1=CC=CC=C1)C(=S)N (tert-butyl)benzylidenethiosemicarbazide